FC(=C1CC=C(C1)C(=O)[O-])F 4-(difluoromethylene)cyclopent-1-ene-1-carboxylate